C(#N)NC(=N)N1CC2=CC=CC=C2CC1 N-cyano-3,4-dihydro-2(1H)-Isoquinolinecarboximidamide